FC(OC1=NN(C(=C1)C)C1=NC(=CC=C1C(C)O)N1C=NC2=C1C=C(C(=C2)CC2COC2)NC=2N=NC(=CC2)C)F 1-[2-[3-(difluoromethoxy)-5-methyl-pyrazol-1-yl]-6-[6-[(6-methylpyridazin-3-yl)amino]-5-(oxetan-3-ylmethyl)benzimidazol-1-yl]-3-pyridyl]ethanol